1,3-dicyclopropyl-1H-pyrazole-5-carboxylic acid C1(CC1)N1N=C(C=C1C(=O)O)C1CC1